8-[6-(2-Amino-3-cyano-5-fluoro-benzofuran-4-yl)-5-fluoro-7,9-dihydrofuro[3,4-f]quinazolin-1-yl]-3,8-diazabicyclo[3.2.1]octane-3-carboxylic acid tert-butyl ester C(C)(C)(C)OC(=O)N1CC2CCC(C1)N2C2=NC=NC=1C(=C(C3=C(C21)COC3)C3=C(C=CC2=C3C(=C(O2)N)C#N)F)F